N-(4-chlorobenzyl)-3-(3,4,5-trimethoxyphenyl)-1H-pyrazole-5-carboxamide ClC1=CC=C(CNC(=O)C2=CC(=NN2)C2=CC(=C(C(=C2)OC)OC)OC)C=C1